2-[(tert-butoxy)methyl]-N-{4-fluoro-3-[5-(propan-2-yl)-2H-pyrazolo[3,4-b]pyridin-2-yl]phenyl}-4-methyl-1,3-oxazole-5-carboxamide C(C)(C)(C)OCC=1OC(=C(N1)C)C(=O)NC1=CC(=C(C=C1)F)N1N=C2N=CC(=CC2=C1)C(C)C